4-Bromo-6-chloro-5-((1R,2S)-2-methylcyclopropyl)-1-(tetrahydro-2H-pyran-2-yl)-1H-indazole BrC1=C2C=NN(C2=CC(=C1[C@H]1[C@H](C1)C)Cl)C1OCCCC1